ClC1=CC2=C(C=C3C(N(S2)C)=CCS3)C=C1 7-Chloro-4-methylbenzo[f]thieno[3,2-c][1,2]thiazepin